NC(CO)C1=NC=CC(=C1)NC(=O)C1OC(C(C1C1=C(C(=C(C=C1)F)F)OC)C)(C(F)(F)F)C N-(2-(1-Amino-2-hydroxyethyl)pyridin-4-yl)-3-(3,4-difluoro-2-methoxyphenyl)-4,5-dimethyl-5-(trifluoromethyl)tetrahydrofuran-2-carboxamide